N1(CCOCC1)C(=O)C1=CC=C2C(=CN(C2=C1)C=1SC=C(N1)C(=O)O)CC1=CC=C(C=C1)S(N)(=O)=O 2-(6-(morpholine-4-carbonyl)-3-(4-sulfamoylbenzyl)-1H-indol-1-yl)thiazole-4-carboxylic acid